FC1=C(CN)C(=CC(=C1)F)F 2,4,6-trifluorobenzylamine